1,1,3-trimethylindene CC1(C=C(C2=CC=CC=C12)C)C